NCC[N-]C(CCCOC1=C(C=C(C(=C1)[N+](=O)[O-])CO)OC)=O N-(2-aminoethyl)-4-(4-(hydroxymethyl)-2-methoxy-5-nitrophenoxy)butyrylamide